N-[4-(2-fluorophenoxy)-2-[(3R)-4-methyl-3-{[methyl(trifluoroacetyl)amino]methyl}piperazin-1-yl]-3-(trifluoromethyl)phenyl]-2-(pyridazin-4-yl)-1,3-oxazole-4-carboxamide FC1=C(OC2=C(C(=C(C=C2)NC(=O)C=2N=C(OC2)C2=CN=NC=C2)N2C[C@@H](N(CC2)C)CN(C(C(F)(F)F)=O)C)C(F)(F)F)C=CC=C1